(1-(2-methoxyethoxy)propane) scandium [Sc].COCCOCCC